2-N-butyryl-6-O-(L-valinyl)-D-glucosamine hydrochloride Cl.C(CCC)(=O)N[C@H]1C(O)O[C@@H]([C@H]([C@@H]1O)O)COC([C@@H](N)C(C)C)=O